1-((3R,4S)-3-fluoro-4-((5-(1-((R)-2-fluoropropyl)-1H-benzo[d][1,2,3]triazol-6-yl)-4-methoxypyrrolo[2,1-f][1,2,4]triazin-2-yl)amino)piperidin-1-yl)-2-hydroxyethan-1-one F[C@@H]1CN(CC[C@@H]1NC1=NN2C(C(=N1)OC)=C(C=C2)C=2C=CC1=C(N(N=N1)C[C@@H](C)F)C2)C(CO)=O